6-(3-(benzo[d][1,3]dioxol-5-yl)-1,2,4-oxadiazol-5-yl)-N-(p-tolyl)-3,4,6,7-tetrahydro-5H-imidazo[4,5-c]pyridine-5-carboxamide O1COC2=C1C=CC(=C2)C2=NOC(=N2)C2CC1=C(CN2C(=O)NC2=CC=C(C=C2)C)NC=N1